2-({7-methylimidazo[1,2-a]pyrimidin-2-yl}methyl)-5-phenyl-1,2-dihydro-2,7-naphthyridin-1-one CC1=NC=2N(C=C1)C=C(N2)CN2C(C1=CN=CC(=C1C=C2)C2=CC=CC=C2)=O